tert-butyl 3-cyclopropyl-4-(3,6-dichloro-5-fluoropyridin-2-yl)-1H-pyrazole-1-carboxylate C1(CC1)C1=NN(C=C1C1=NC(=C(C=C1Cl)F)Cl)C(=O)OC(C)(C)C